CNCCOCCOCCOCCOCCNC(C)=O N-[2-[2-[2-[2-[2-(methylamino)ethoxy]ethoxy]ethoxy]ethoxy]ethyl]acetamide